6-((1R,2R)-2-(5,6-Dihydro-4H-pyrrolo[1,2-b]pyrazol-2-yl)cyclobutyl)-4-oxo-1-((S)-1-(6-(trifluoromethyl)pyridin-3-yl)ethyl)-4,5-dihydro-1H-pyrazolo[3,4-d]pyrimidin-3-carbonitril N=1N2C(=CC1[C@H]1[C@@H](CC1)C=1NC(C3=C(N1)N(N=C3C#N)[C@@H](C)C=3C=NC(=CC3)C(F)(F)F)=O)CCC2